(3,5-bis((3R,5R,7R)-adamantan-1-yl)phenyl)boronic acid C12(CC3CC(CC(C1)C3)C2)C=2C=C(C=C(C2)C23CC1CC(CC(C2)C1)C3)B(O)O